ClC1=C(C=C2C(C(NC2=C1)=O)=C(O)C1=C(C=CC=C1)F)C1=CC=C(C=C1)N1CCOCC1 6-Chloro-3-[1-(2-fluoro-phenyl)-1-hydroxy-methylidene]-5-(4-morpholin-4-yl-phenyl)-1,3-dihydro-indol-2-one